[Br-].C(C=C)[N+]1=CN(C=C1)CCC 3-(2-propen-1-yl)-1-propyl-1H-imidazolium bromide